CN(C(OC(C)(C)C)=O)CCCC(N(C(=O)N(C)C)C)=O tert-butyl methyl(4-oxo-4-(1,3,3-trimethylureido)butyl)carbamate